FC(CN1CC(NCC1)C1=CC=C(C(=O)OC)C=C1)(F)F methyl 4-(4-(2,2,2-trifluoroethyl)piperazin-2-yl)benzoate